OC=1C=C(C(=O)NC(C2=C(C=C(C(=C2)O)C(=O)O)O)=O)C=CC1O N-(3,4-dihydroxybenzoyl)4-carboxy-2,5-dihydroxybenzamide